ClC1=CC=C(C(=N1)C(F)(F)F)CC(C(=O)O)(F)F 6-chloro-α,α-difluoro-2-(trifluoromethyl)-3-pyridinepropanoic acid